ONNC1=NC(N([C@H]2[C@H](O)[C@H](O)[C@@H](CO)O2)C=N1)=O N4-hydroxyamino-5-azacytidine